(S)-2-(5-(3-fluoropiperidin-1-yl)pyrazin-2-yl)-6,7-dihydrothiazolo[5,4-c]pyridin-4(5H)-one F[C@@H]1CN(CCC1)C=1N=CC(=NC1)C=1SC=2C(NCCC2N1)=O